O=C1NC(CCC1N1C(N(C2=C1C=CC(=C2)N2N=C(C(=C2C)CC(=O)O)C)C)=O)=O 2-[1-[1-(2,6-dioxo-3-piperidyl)-3-methyl-2-oxo-benzimidazol-5-yl]-3,5-dimethyl-pyrazol-4-yl]acetic acid